FC=1SC(=CC1F)F 2,3,5-trifluorothiophene